2-((S)-1-((R)-aziridine-2-carbonyl)-4-(7-(8-chloronaphthalen-1-yl)-2-(((S)-1-methylpyrrolidin-2-yl)methoxy)-5,6,7,8-tetrahydropyrido[3,4-d]pyrimidin-4-yl)piperazin-2-yl)acetonitrile N1[C@H](C1)C(=O)N1[C@H](CN(CC1)C=1C2=C(N=C(N1)OC[C@H]1N(CCC1)C)CN(CC2)C2=CC=CC1=CC=CC(=C21)Cl)CC#N